N-((S)-1-(4,4-difluorocyclohexyl)-2-oxo-2-((4-((R)-1-((S)-2-oxo-4-(trifluoromethyl)imidazolidin-1-yl)propyl)pyridin-2-yl)amino)ethyl)-1-methyl-1H-pyrazole-5-carboxamide FC1(CCC(CC1)[C@@H](C(NC1=NC=CC(=C1)[C@@H](CC)N1C(N[C@@H](C1)C(F)(F)F)=O)=O)NC(=O)C1=CC=NN1C)F